2-Methyl-propane-2-sulfonic acid {2-[6-amino-8-(6-iodo-indan-5-ylsulfanyl)-purin-9-yl]-ethyl}-amide NC1=C2N=C(N(C2=NC=N1)CCNS(=O)(=O)C(C)(C)C)SC=1C=C2CCCC2=CC1I